C(C)(C)(C)OC(=O)N1CCN(CC1)C1=CC=C(C(=O)O)C=C1 4-(4-(Tert-butoxycarbonyl)piperazin-1-yl)benzoic acid